1-(6-(6-chloro-8-fluoro-7-(3-hydroxynaphthalen-1-yl)-2-(((S)-1-methylpyrrolidin-2-yl)methoxy)quinazolin-2-yl)-2,6-diazaspiro[3.4]oct-2-yl)prop-2-en-1-one ClC=1C=C2C=NC(NC2=C(C1C1=CC(=CC2=CC=CC=C12)O)F)(OC[C@H]1N(CCC1)C)N1CC2(CN(C2)C(C=C)=O)CC1